ClC1=C2C(=NN(C2=CC=C1)S(=O)(=O)C1=CC=C(C=C1)C)N1[C@H](CC(C1)(F)F)CF 4-chloro-1-(p-tolylsulfonyl)-3-[(2R)-4,4-difluoro-2-(fluoromethyl)pyrrolidin-1-yl]indazole